tert-Butyl N-[[cis-7-benzylsulfanyl-1-oxo-3a,4-dihydro-3H-oxazolo[4,3-c][1,4]benzoxazin-3-yl]methyl]carbamate C(C1=CC=CC=C1)SC1=CC2=C(N3[C@@H](CO2)[C@@H](OC3=O)CNC(OC(C)(C)C)=O)C=C1